2-(2-isopropoxyphenyl)pyrazine C(C)(C)OC1=C(C=CC=C1)C1=NC=CN=C1